O=C1C[C@H](CN1C(C)C)C(=O)O |r| rac-5-oxo-1-(propan-2-yl)pyrrolidine-3-carboxylic acid